(R)-2-(4-(pyrazolo[1,5-a]pyrimidin-7-yl)cyclohexyl)propanoic acid N1=CC=C2N1C(=CC=N2)C2CCC(CC2)[C@H](C(=O)O)C